tetrahydrobenzo[c]thiophene-1,5-dicarboxylate C1(SCC2C1=CC=C(C2)C(=O)[O-])C(=O)[O-]